4-amino-6-(4-bromo-3-fluorophenyl)-3,5-dichloropyridine-2-carboxylic acid NC1=C(C(=NC(=C1Cl)C1=CC(=C(C=C1)Br)F)C(=O)O)Cl